CN(C1=CC(=NC=C1)NCC=1C=CC=2N(C1)C=C(N2)CN2C(C1=CN=CC(=C1C=C2)C2=CC=CC=C2)=O)C 2-((6-(((4-(dimethylamino)pyridin-2-yl)amino)methyl)imidazo[1,2-a]pyridin-2-yl)methyl)-5-phenyl-2,7-naphthyridin-1(2H)-one